ClC1=NC=CC(=C1C(C)OC=1C=C2C(=NNC2=CC1)C=1C=NC(=CC1)N1CC2(CN(C2)S(=O)(=O)C)C1)Cl 5-[1-(2,4-dichloro-3-pyridyl)ethoxy]-3-[6-(2-methylsulfonyl-2,6-diazaspiro[3.3]heptan-6-yl)-3-pyridyl]-1H-indazole